CC(C(CCCCC)=O)(C)C trimethyl-heptanone